N1C(COCC1)COC1=CC=C(C=C1)C=1C=C(C(NC1C(F)(F)F)=O)C(=O)N 5-(4-(morpholin-3-ylmethoxy)phenyl)-2-oxo-6-(trifluoromethyl)-1,2-dihydropyridine-3-carboxamide